(E)-N'-(1-(3-isopropoxyphenyl)ethylidene)-4-methylbenzenesulfonohydrazide C(C)(C)OC=1C=C(C=CC1)\C(\C)=N\NS(=O)(=O)C1=CC=C(C=C1)C